C(CCCCCCCCCCCCC)C(C(=O)O)=C.C(C=C)(=O)OCCCCCCCCCCCCCC tetradecyl acrylate (Tetradecyl acrylate)